Dimethyl 2-((4-Phenylpiperazin-1-yl)methyl)succinate C1(=CC=CC=C1)N1CCN(CC1)CC(C(=O)OC)CC(=O)OC